BrC1=C(C2=C(C(=N1)C)C=C(S2)C)N 6-bromo-2,4-dimethylthieno[3,2-c]pyridin-7-amine